CCCCCCCCCCCCCCCCCC(=O)NCCOP(=O)([O-])OC[C@@H](COC(=O)CCCCCCC/C=C\\CCCCCCCC)OC(=O)CCCCCCC/C=C\\CCCCCCCC The molecule is an N-acylphosphatidylethanolamine(1-) in which the N-acyl group is specified as stearoyl (octadecanoyl) while the phosphatidyl acyl groups are both specified as oleoyl (9Z-octadecenoyl); major species at pH 7.3. It is a conjugate base of a N-stearoyl-1,2-dioleoyl-sn-glycero-3-phosphoethanolamine.